[W](Cl)(Cl)(Cl)(Cl)(Cl)Cl tungsten hexachloride